1,4-dibenzyl-piperazine-2-one C(C1=CC=CC=C1)N1C(CN(CC1)CC1=CC=CC=C1)=O